1-(5-methyl-6-oxo-1,6-dihydropyridin-3-yl)propan-2-yl 4-(5-(trifluoromethyl)pyrimidin-2-yl)piperazine-1-Carboxylate FC(C=1C=NC(=NC1)N1CCN(CC1)C(=O)OC(CC1=CNC(C(=C1)C)=O)C)(F)F